COC1=CC2=C(OCCN2)C=C1N1N=C(C=2C=NC(=CC21)C=2C=NN1C2N=CC=C1)C(=O)NCCN1CCC(CC1)C(=O)OCCOC 2-methoxyethyl 1-(2-(1-(6-methoxy-3,4-dihydro-2H-benzo[b][1,4]oxazin-7-yl)-6-(pyrazolo[1,5-a]pyrimidin-3-yl)-1H-pyrazolo[4,3-c]pyridine-3-carboxamido)ethyl)piperidine-4-carboxylate